isobutyl-bis(dec-9-en-1-yl)-aluminum C(C(C)C)[Al](CCCCCCCCC=C)CCCCCCCCC=C